FC1(CCC(CC1)CN1[C@@H]([C@H]([C@@H]([C@H](C1)O)O)O)CO)F (2R,3R,4R,5S)-1-((4,4-difluorocyclohexyl)methyl)-2-(hydroxymethyl)piperidine-3,4,5-triol